tert-butyl (4-((6-nitrothieno[3,2-b]pyridin-7-yl)amino) butyl)carbamate [N+](=O)([O-])C=1C(=C2C(=NC1)C=CS2)NCCCCNC(OC(C)(C)C)=O